O1C(=NC=C1)CCCO 3-Oxazol-2-ylpropan-1-ol